CC=1C(=CC2=CC=C(C=C2C1)O)O 3-methyl-2,6-dihydroxynaphthalene